1-ethyl-2-vinylstyrene C(C)C1(C=C)C(C=CC=C1)C=C